C(C)N(CCC[Sn]CC)CC (3-diethylaminopropyl)ethyl-tin